4'-[3-butyl-5-oxo-1-(2-trifluoromethyl-phenyl)-1,5-dihydro-[1,2,4]triazol-4-ylmethyl]biphenyl-2-sulfonic acid (3-methyl-thiophene-2-carbonyl)-amide CC1=C(SC=C1)C(=O)NS(=O)(=O)C=1C(=CC=CC1)C1=CC=C(C=C1)CN1C(=NN(C1=O)C1=C(C=CC=C1)C(F)(F)F)CCCC